2-chloro-N-[2-(3,4-dichlorophenyl)-2-hydroxy-ethyl]acetamide ClCC(=O)NCC(O)C1=CC(=C(C=C1)Cl)Cl